methyl methacrylate (ethyl methacrylate) C(C)C=C(C(=O)O)C.C(C(=C)C)(=O)OC